2-(6-((2R,6S)-2,6-dimethylmorpholino)-4-methoxypyridin-3-yl)spiro[3.3]heptane-2,6-diamine C[C@H]1O[C@H](CN(C1)C1=CC(=C(C=N1)C1(CC2(C1)CC(C2)N)N)OC)C